(2-fluorophenyl)(methyl)((4-((5-(trifluoromethyl)-1,2,4-oxadiazol-3-yl)methyl)phenyl)imino)-λ6-sulfanone FC1=C(C=CC=C1)S(=O)(=NC1=CC=C(C=C1)CC1=NOC(=N1)C(F)(F)F)C